CN(C(=O)C=1C=C2C=C(NC2=CC1)C=1CNCCC1)C N,N-dimethyl-2-(1,2,5,6-tetrahydropyridin-3-yl)-1H-indole-5-carboxamide